N-(2-Chloro-3-{(4S)-2-imino-4-methyl-1-[(2R*,4R*)-2-methyl-tetrahydropyran-4-yl]-6-oxo-hexahydropyrimidin-4-yl}phenyl)-7-fluorobenzofuran-2-carboxamide trifluoroacetic acid salt FC(C(=O)O)(F)F.ClC1=C(C=CC=C1[C@]1(NC(N(C(C1)=O)[C@H]1C[C@H](OCC1)C)=N)C)NC(=O)C=1OC2=C(C1)C=CC=C2F |o1:21,23|